(R)-8-(4-isobutyryl-3-methylpiperazin-1-yl)-N-(1-methylcyclopropyl)-3-(5-(trifluoromethyl)-1,3,4-thiadiazol-2-yl)-[1,2,4]triazolo[4,3-a]pyridine-6-sulfonamide C(C(C)C)(=O)N1[C@@H](CN(CC1)C=1C=2N(C=C(C1)S(=O)(=O)NC1(CC1)C)C(=NN2)C=2SC(=NN2)C(F)(F)F)C